(1S,2S)-2-((S)-5H-imidazo[5,1-a]isoindol-5-yl)cyclohexan-1-ol C=1N=CN2C1C1=CC=CC=C1[C@@H]2[C@H]2[C@H](CCCC2)O